C(#N)C=1C=C(C=CC1)C1=CC(=CO1)C(=O)NC1=NC(=NS1)CC(C)=O 5-(3-Cyanophenyl)-N-(3-(2-oxopropyl)-1,2,4-thiadiazol-5-yl)furan-3-carboxamide